1-(5-fluoro-2-methoxypyridin-3-yl)but-3-en-1-amine hydrochloride Cl.FC=1C=C(C(=NC1)OC)C(CC=C)N